BrC1=C(C=CC=C1)NCC1(CC(C2(OCCO2)CC1)(C)C)O 8-(((2-bromophenyl)amino)methyl)-6,6-dimethyl-1,4-dioxaspiro[4.5]decan-8-ol